4-glycidyloxy-N,N-diglycidylaniline C(C1CO1)OC1=CC=C(N(CC2CO2)CC2CO2)C=C1